naphthoquinone bisazide [N-]=[N+]=[N-].[N-]=[N+]=[N-].C1(C=CC(C2=CC=CC=C12)=O)=O